C1(CC1)C1=CC(=CC(=N1)C(=O)NC1=CC(=CC=C1)C1(COC1)[C@@H](C1=NN=CN1C)F)[C@@H](C)N1CC(C1)(C)F 6-cyclopropyl-N-(3-(3-((S)-fluoro(4-methyl-4H-1,2,4-triazol-3-yl)methyl)oxetan-3-yl)phenyl)-4-((R)-1-(3-fluoro-3-methylazetidin-1-yl)ethyl)picolinamide